ClC1=C(OC2N(C=C(C=C2)C(F)(F)F)C2=CC(=CC=C2)C(N(C)C)=O)C=CC(=C1)OC(F)(F)F 2-[2-chloro-4-(tri-fluoromethoxy)-phenoxy]-N-[3-(dimethylcarbamoyl)phenyl]-5-(trifluoromethyl)pyridine